tert-Butyl ((S)-(7-((S)-1-((4-amino-2,2,3,3-tetrafluorobutyl)amino)-2-methoxyethyl)imidazo[1,2-b]pyridazin-2-yl)(4,4-difluorocyclohexyl)methyl)carbamate NCC(C(CN[C@H](COC)C1=CC=2N(N=C1)C=C(N2)[C@H](C2CCC(CC2)(F)F)NC(OC(C)(C)C)=O)(F)F)(F)F